NC1=CC=C(C(=N1)OC(C)C)C(=O)N1CCCC1 (6-amino-2-isopropoxypyridin-3-yl)(pyrrolidin-1-yl)methanone